(2R,3S,4S)-4-hydroxy-2-[(4-methoxyphenyl)methyl]pyrrolidin-3-yl 3-[(7S)-6,9-dioxo-2,5,8-triazaspiro[3.5]nonan-7-yl]propanoate O=C1NC2(CNC2)C(N[C@H]1CCC(=O)O[C@H]1[C@H](NC[C@@H]1O)CC1=CC=C(C=C1)OC)=O